1-(6-(difluoromethoxy)-[1,1'-biphenyl]-3-yl)-3-methyl-1H-pyrazole-4-carboxylic acid FC(OC1=CC=C(C=C1C1=CC=CC=C1)N1N=C(C(=C1)C(=O)O)C)F